(7-chloro-6-(4-(4-fluoro-3-methyltetrahydrofuran-3-yl)piperazin-1-yl)isoquinolin-3-yl)carbamic acid tert-butyl ester C(C)(C)(C)OC(NC=1N=CC2=CC(=C(C=C2C1)N1CCN(CC1)C1(COCC1F)C)Cl)=O